2-(2,6-dioxopiperidin-3-yl)-5-(((trans-3-(4-(6-methylpyridin-2-yl)-3-(piperidin-4-yl)-1H-pyrazol-1-yl)cyclobutyl)methyl)amino)isoindoline-1,3-dione O=C1NC(CCC1N1C(C2=CC=C(C=C2C1=O)NC[C@@H]1C[C@H](C1)N1N=C(C(=C1)C1=NC(=CC=C1)C)C1CCNCC1)=O)=O